C(C)(C)(C)OC(=O)N1C=C(C=2C1=CN=C(C2)C2CCN(CC2)C(=O)OC(C)(C)C)C(C)C 5-(1-(tert-Butoxycarbonyl)piperidin-4-yl)-3-isopropyl-1H-pyrrolo[2,3-c]pyridine-1-carboxylic acid tert-butyl ester